COC1=CC(=NC2=CC(=CC=C12)C(=O)O)N1CCC(CC1)C(F)(F)F 4-methoxy-2-(4-(trifluoromethyl)piperidin-1-yl)quinoline-7-carboxylic acid